trans-dec-3-ene CC\C=C\CCCCCC